3-(1-methyl-7-((((R)-piperidin-3-yl)methyl)amino)-1H-indazol-3-yl)piperidine-2,6-dione CN1N=C(C2=CC=CC(=C12)NC[C@H]1CNCCC1)C1C(NC(CC1)=O)=O